ClC=1C=C2C(=CN=C(C2=CN1)N1[C@H]([C@H](C1)O)C)C(C)C (2S,3S)-1-(6-chloro-4-(propan-2-yl)-2,7-naphthyridin-1-yl)-2-methylazetidin-3-ol